ethyl 4-trifluoromethyl-thiazole-5-carboxylate FC(C=1N=CSC1C(=O)OCC)(F)F